diethyl ((ethylsulfonyl)methyl)phosphonate C(C)S(=O)(=O)CP(OCC)(OCC)=O